N-((3R)-8-(2-chloro-5-fluorophenoxy)-1,7-dimethyl-2-oxo-1,2,3,4-tetrahydroquinolin-3-yl)acetamide ClC1=C(OC=2C(=CC=C3C[C@H](C(N(C23)C)=O)NC(C)=O)C)C=C(C=C1)F